3-(2,5-dimethyl-phenyl)-8-methoxy-2-oxo-1-azaspiro[4.5]dec-3-en-4-ol CC1=C(C=C(C=C1)C)C=1C(NC2(C1O)CCC(CC2)OC)=O